C(C)C=1NC(=CC1)CC 2,5-diethylpyrrole